4-[(1S)-1-[[4-[4-(3-chlorophenoxy)-1-piperidinyl]tetrahydropyran-4-carbonyl]amino]ethyl]benzoic acid methyl ester COC(C1=CC=C(C=C1)[C@H](C)NC(=O)C1(CCOCC1)N1CCC(CC1)OC1=CC(=CC=C1)Cl)=O